tertbutylperoxy-3,5,5-trimethylhexanoate C(C)(C)(C)OOC(C(=O)[O-])C(CC(C)(C)C)C